C1(=CC=CC=C1)[C@H]([C@H](NCC1OCCC1)C1=CC=CC=C1)NS(=O)(=O)C1=CC=C(C=C1)C N-((1R,2R)-1,2-diphenyl-2-(((tetrahydrofuran-2-yl)methyl)amino)ethyl)-4-methylbenzenesulfonamide